(1S,3R)-2-(2-Fluoro-2-methylpropyl)-3-methyl-1-(5-(1-propylpiperidin-4-yl)thiophen-2-yl)-2,3,4,9-tetrahydro-1H-pyrido[3,4-b]indole FC(CN1[C@@H](C=2NC3=CC=CC=C3C2C[C@H]1C)C=1SC(=CC1)C1CCN(CC1)CCC)(C)C